1,1-dimethylethyl N-[6-[[[[(1-methyl-1H-tetrazol-5-yl)phenyl-methylene]amino]oxy]methyl]-2-pyridinyl]carbamate CN1N=NN=C1C(C1=CC=CC=C1)=NOCC1=CC=CC(=N1)NC(OC(C)(C)C)=O